C(C)(C)(C)[Si](Cl)(C1=CC=CC=C1)C1=CC=CC=C1 (tert-butyl)diphenylchlorosilane